(S)-N,5-dimethyl-2-(6-methyl-4-(trifluoromethyl)pyridin-2-yl)-N-(m-tolyl)-1,2,5-thiadiazolidine-3-carboxamide 1,1-dioxide CN(C(=O)[C@H]1N(S(N(C1)C)(=O)=O)C1=NC(=CC(=C1)C(F)(F)F)C)C=1C=C(C=CC1)C